CC1=C(N=C(N1)C1=NC=CC(=C1)C=1C=NC=C(C1)N1CCOCC1)CNC1CCCC1 N-{[5-Methyl-2-(5-morpholin-4-yl-3,4'-bipyridin-2'-yl)-1H-imidazol-4-yl]methyl}cyclopentanamine